C(C1=CC=CC=C1)C(C(F)(F)F)NS(=O)(=O)C=1C=C(C=CC1C)NC(C(C)N1N=CC(=C(C1=O)Cl)Cl)=O N-[3-[(1-benzyl-2,2,2-trifluoro-ethyl)sulfamoyl]-4-methyl-phenyl]-2-(4,5-dichloro-6-oxo-pyridazin-1-yl)propanamide